BrCC(Cl)C1=CC=C(C=C1)CC(=O)O.COC1=CC=C2C(OC(C2=C1)=O)CC(=O)C1=CC=C(C=C1)OC(F)(F)F 6-methoxy-3-(2-(4-(trifluoromethoxy)phenyl)2-oxoethyl)isobenzofuranone 4-(2-Bromo-1-chloroethyl)phenyl-acetate